NC=1C=C(C#N)C=CC1N1CCC(CC1)C(C1=C(C=CC(=C1)Cl)F)=O 3-amino-4-(4-(5-chloro-2-fluorobenzoyl)piperidin-1-yl)benzonitrile